FC(C=1C=C2C=CNC2=CC1)(F)F 5-trifluoromethyl-indole